1,2-diphenoxycyclohexane O(C1=CC=CC=C1)C1C(CCCC1)OC1=CC=CC=C1